N-[(1S)-2-[[cyano(4-isoquinolyl)methyl]amino]-1-[(1-fluorocyclopropyl)methyl]-2-oxo-ethyl]-5-cyclopropyl-1H-pyrrole-2-carboxamide C(#N)C(C1=CN=CC2=CC=CC=C12)NC([C@H](CC1(CC1)F)NC(=O)C=1NC(=CC1)C1CC1)=O